C1(CC1)C=1C(=C2C=NNC2=CC1C)C1=C(C=2N=C(N=C(C2C=N1)N1C[C@@](CCC1)(O)C)OC[C@]12CCCN2C[C@@H](C1)F)F (3R)-1-(7-(5-cyclopropyl-6-methyl-1H-indazol-4-yl)-8-fluoro-2-(((2R,7aS)-2-fluorotetrahydro-1H-pyrrolizin-7a(5H)-yl)methoxy)pyrido[4,3-d]pyrimidin-4-yl)-3-methylpiperidin-3-ol